Potassium sodium bismuth [Bi].[Na].[K]